Tert-butyl 4-[4-({3-methyl-4-[(3R)-oxan-3-yloxy]phenyl}amino)quinazolin-6-yl]piperazine-1-carboxylate CC=1C=C(C=CC1O[C@H]1COCCC1)NC1=NC=NC2=CC=C(C=C12)N1CCN(CC1)C(=O)OC(C)(C)C